(R)-5-(1-(1,3-dimethyl-1H-pyrazol-4-yl)ethyl)-6-fluoro-3-((3-fluorobenzyl)amino)-4H-benzo[e][1,2,4]thiadiazine 1,1-dioxide CN1N=C(C(=C1)[C@@H](C)C1=C(C=CC2=C1NC(=NS2(=O)=O)NCC2=CC(=CC=C2)F)F)C